2-nonylpropanedioic acid potassium salt [K+].C(CCCCCCCC)C(C(=O)[O-])C(=O)[O-].[K+]